FC1=CC=C(C=C1)C1=NN(C=C1C=1C2=C(N=CN1)OC(=C2)C2=CNCCC2)C2CS(C2)(=O)=O 3-(3-(4-fluorophenyl)-4-(6-(1,4,5,6-tetrahydropyridin-3-yl)furo[2,3-d]pyrimidin-4-yl)-1H-pyrazol-1-yl)thietane 1,1-dioxide